tert-Butyl 4-((2-methoxyethyl)(methyl)amino)phenethyl(methyl)carbamate COCCN(C1=CC=C(CCN(C(OC(C)(C)C)=O)C)C=C1)C